1-methyl-3-(3-amino-3-carboxypropyl)pseudouridine sodium 2-(8-chloro-2-(((3,3-difluorocyclobutyl)methyl)amino)-9-(methylthio)-5-oxobenzo[b][1,8]naphthyridin-10(5H)-yl)acetate ClC=1C=CC2=C(N(C=3N=C(C=CC3C2=O)NCC2CC(C2)(F)F)CC(=O)[O-])C1SC.[Na+].CN1C=C([C@H]2[C@H](O)[C@H](O)[C@@H](CO)O2)C(N(C1=O)CCC(C(=O)O)N)=O